NCC1(CC(CCC1)CN)N 1,3-Bis(aminomethyl)cyclohexylamin